decan-9-amine CCCCCCCCC(C)N